[N+](=O)([O-])N(C(=S)N)C1=CC=CC=C1 nitro-phenyl-thiourea